(S)-N-(2,2-difluoro-1-(1-neopentyl-6-(4-(trifluoromethyl)pyridin-3-yl)-1H-indol-3-yl)ethyl)cyclopropanesulfonamide FC([C@H](C1=CN(C2=CC(=CC=C12)C=1C=NC=CC1C(F)(F)F)CC(C)(C)C)NS(=O)(=O)C1CC1)F